5-(1-(1-ethylcyclohexyloxy)ethoxycarbonyl)-bicyclo[2.2.1]hept-2-ene C(C)C1(CCCCC1)OC(C)OC(=O)C1C2C=CC(C1)C2